CCCCC\C=C/C\C=C/CCCCCCCCC(CCCCCCCC\C=C/C\C=C/CCCCC)SCCCN(C)C 3-((6Z,9Z,28Z,31Z)-heptatriaconta-6,9,28,31-tetraen-19-ylthio)-N,N-dimethylpropan-1-amine